ClC=1C=C(C=NC1N1N=CC=N1)NC(=O)C=1C=NN(C1C(F)(F)F)C=1C=CC=2N(N1)C=CN2 N-(5-chloro-6-(2H-1,2,3-triazol-2-yl)pyridin-3-yl)-1-(imidazo[1,2-b]pyridazin-6-yl)-5-(trifluoromethyl)-1H-pyrazole-4-carboxamide